C(C1=CC=CC=C1)O[C@H]1[C@@H]([C@@H](C1)O)C (1R,2R,3R)-3-(benzyloxy)-2-methylcyclobutan-1-ol